C1(=CC=CC=C1)S(=O)(=O)N1C=CC=2C1=NC=CC2C2=CC=C(C=C2)NC([C@H](CC(C)C)Br)=O (2S)-N-[4-[1-(Benzenesulfonyl)pyrrolo[2,3-b]pyridin-4-yl]phenyl]-2-bromo-4-methyl-pentanamide